4-[(4,4-difluorocyclohexyl)methyl]-3-[(dimethyl-1,2-oxazol-4-yl)methyl]-4,5-dihydro-1,2,4-oxadiazol-5-one FC1(CCC(CC1)CN1C(=NOC1=O)CC=1C(=NOC1C)C)F